4-(3-((2-methoxypyrido[3,2-e][1,2,4]triazolo[4,3-a]pyrimidin-5-yl)(methyl)amino)phenyl)-2-methylbut-3-yn-2-ol COC=1C=CC=2C(=NC=3N(C2N1)C=NN3)N(C=3C=C(C=CC3)C#CC(C)(O)C)C